[Cl-].C(C)(C)(C)PC1=CC=CC=2CC(OC21)(C)C tert-butyl-(2,3-dihydro-2,2-dimethylbenzofuran-7-yl)phosphine chloride